C1(CCCCC1)C(=O)O.C1(CCCCC1)N Cyclohexylamine cyclohexanecarboxylate